ClC1=CC=C(C=C1)C1CCC(CC1)C1=C(C(C2=CC=CC=C2C1=O)=O)OCCCCCCCCCCC(CCCCC(=O)O)=O 16-((3-((1r,4r)-4-(4-chlorophenyl)cyclohexyl)-1,4-dioxo-1,4-dihydronaphthalen-2-yl)oxy)-l-6-oxohexadecanoic acid